ethyl 4-amino-8-(4-methoxy-3-pyridyl)-2-oxo-1H-1,7-naphthyridine-3-carboxylate NC1=C(C(NC2=C(N=CC=C12)C=1C=NC=CC1OC)=O)C(=O)OCC